C(C)(C)(C)OC(=O)N1CCC[C@@H]2C=C[C@@H]3N(C([C@H]21)=O)[C@@H](CC3)C(=O)OC(C)(C)C Di-tert-Butyl-(4aR,6aR,9S,11aS)-11-oxo-2,3,4,4a,6a,7,8,9,11,11a-decahydro-1H-pyrido[3,2-e]pyrrolo[1,2-a]azepine-1,9-dicarboxylate